Cl.C(C)N1CCN(CC1)C1=CC(=NC(=N1)C)NC=1SC=C(N1)C=1C=NC=CC1 [6-(4-Ethyl-piperazin-1-yl)-2-methyl-pyrimidin-4-yl]-(4-pyridin-3-yl-thiazol-2-yl)-amine hydrochloride